ClC1=C(C=C(C=C1)NC(=O)N1C2CC(CC1(C2)C=2OC(=NN2)C)C)[C@H]2[C@H](C2)C#N cis-N-(4-chloro-3-((1R,2S)-2-cyanocyclopropyl)phenyl)-3-methyl-1-(5-methyl-1,3,4-oxadiazol-2-yl)-6-azabicyclo[3.1.1]heptane-6-carboxamide